CC1=CC=C(C(=S)CC(C)N2CCOCC2)C=C1 4-methylthiobenzoyl-2-morpholinopropane